(cis)-N-(5-chloro-6-(2H-1,2,3-triazol-2-yl)pyridin-3-yl)-8-(1-cyclopropyl-1H-pyrazol-4-yl)-2-fluoro-8-methyl-7,8-dihydro-6H-cyclopenta[e]pyrazolo[1,5-a]pyrimidine-6-carboxamide ClC=1C=C(C=NC1N1N=CC=N1)NC(=O)[C@@H]1C[C@](C2=C1C=NC=1N2N=C(C1)F)(C)C=1C=NN(C1)C1CC1